2-(4-chlorophenyl)-6-(4-ethylphenyl)-4-(4-phenylaminophenyl)pyridine ClC1=CC=C(C=C1)C1=NC(=CC(=C1)C1=CC=C(C=C1)NC1=CC=CC=C1)C1=CC=C(C=C1)CC